2-(5-chloropentyloxy)benzaldehyde ClCCCCCOC1=C(C=O)C=CC=C1